S1C(=NC2=C1C=CC=C2)NC2=C(C=C(N=N2)N(C=2SC(=C(N2)C(=O)O)C2CN(C2)C2=CC=CC=C2)C)C 2-({6-[(1,3-Benzothiazol-2-yl)amino]-5-methylpyridazin-3-yl}(methyl)amino)-5-(1-phenylazetidin-3-yl)-1,3-thiazole-4-carboxylic acid